(2R)-2-(6-{5-chloro-2-[(oxan-4-yl)amino]pyrimidin-4-yl}-1-oxo-2,3-dihydro-1H-isoindol-2-yl)-N-[(1S)-1-(5-chloro-2-methoxypyridin-4-yl)-2-hydroxyethyl]propanamide ClC=1C(=NC(=NC1)NC1CCOCC1)C1=CC=C2CN(C(C2=C1)=O)[C@@H](C(=O)N[C@H](CO)C1=CC(=NC=C1Cl)OC)C